[O-]CCC.[Zr+4].[N+](=O)([O-])C1=C(C=CC=C1)OCCCCCCCC.[O-]CCC.[O-]CCC.[O-]CCC 1-nitro-2-(n-octyloxy)benzene Zirconium n-Propoxide